2-(3,5-dichloro-1H-indazol-4-yl)-1-[(1S,3R)-3-(hydroxymethyl)-1-methyl-5-(1H-pyrazol-4-yl)-3,4-dihydro-1H-isoquinolin-2-yl]Ethanone ClC1=NNC2=CC=C(C(=C12)CC(=O)N1[C@H](C2=CC=CC(=C2C[C@@H]1CO)C=1C=NNC1)C)Cl